(R)-6-chloro-3-((1-(6-fluoro-2-(4-(4-fluoro-1-methyl-1H-pyrazol-3-yl)piperidin-1-yl)-3-methyl-4-oxo-3,4-dihydroquinazolin-8-yl)ethyl)amino)-N-(methylsulfonyl)picolinamide ClC1=CC=C(C(=N1)C(=O)NS(=O)(=O)C)N[C@H](C)C=1C=C(C=C2C(N(C(=NC12)N1CCC(CC1)C1=NN(C=C1F)C)C)=O)F